1-[2-(4-fluoro-3,5-dimethylphenyl)-5-[5-(oxan-4-yl)-1-(1H-1,2,4-triazol-5-ylmethyl)indole-2-carbonyl]-6,7-dihydro-4H-pyrazolo[4,3-c]pyridin-3-yl]-3-(1-methylindazol-5-yl)imidazol-2-one FC1=C(C=C(C=C1C)N1N=C2C(CN(CC2)C(=O)C=2N(C3=CC=C(C=C3C2)C2CCOCC2)CC2=NC=NN2)=C1N1C(N(C=C1)C=1C=C2C=NN(C2=CC1)C)=O)C